C(C)(C)(C)OC(=O)N(CC(=O)OCC(C)N(C(=O)OC(C)(C)C)CC(=O)OCC1=CC=CC=C1)CCOC 2-[(2-benzyloxy-2-oxo-ethyl)-tert-butoxy carbonyl-amino]propyl 2-[tert-butoxy carbonyl(2-methoxyethyl)amino]acetate